1-(2-benzyl-4-(1-(pyridin-3-ylmethyl)-1H-pyrazol-3-yl)-5,7-dihydro-6H-pyrrolo[3,4-d]pyrimidin-6-yl)propan-1-one C(C1=CC=CC=C1)C=1N=C(C2=C(N1)CN(C2)C(CC)=O)C2=NN(C=C2)CC=2C=NC=CC2